2-fluoro-1-(7-(3-fluorophenoxy)-3,4-dihydroisoquinolin-2(1H)-yl)prop-2-en-1-one FC(C(=O)N1CC2=CC(=CC=C2CC1)OC1=CC(=CC=C1)F)=C